5-(2-((2,6-dioxopiperidin-4-yl)amino)-2-oxoacetyl)-N-(4-fluoro-3-methylphenyl)-1,2,4-trimethyl-1H-pyrrole-3-carboxamide O=C1NC(CC(C1)NC(C(=O)C1=C(C(=C(N1C)C)C(=O)NC1=CC(=C(C=C1)F)C)C)=O)=O